(R)-1-(3-(5-(3-hydroxy-1-methyl-2-oxopyrrolidin-3-yl)isoxazol-3-yl)phenyl)-1H-pyrazole-3-carboxylic acid methyl ester COC(=O)C1=NN(C=C1)C1=CC(=CC=C1)C1=NOC(=C1)[C@]1(C(N(CC1)C)=O)O